[O-]S(=O)(=O)C(F)(F)F.C(CCCCCCCC)[NH+]1C=CC=C1 N-Nonylpyrrolium triflate